2-(2-((3-(4-(((1R,4R)-4-(7-oxa-2-azaspiro[3.5]nonan-2-yl)cyclohexyl)amino)-1-(2,2,2-trifluoroethyl)-1H-indol-2-yl)prop-2-yn-1-yl)amino)-5-(methylsulfonyl)phenoxy)acetic acid C1N(CC12CCOCC2)C2CCC(CC2)NC2=C1C=C(N(C1=CC=C2)CC(F)(F)F)C#CCNC2=C(OCC(=O)O)C=C(C=C2)S(=O)(=O)C